CN(CCCOC1=CC=C(C=N1)C1=C(C=C2N=CC=3N(C(N4C(COC1=C2C34)(C)C)=O)C)F)C 7-(6-(3-(dimethylamino)propoxy)pyridin-3-yl)-6-fluoro-2,10,10-trimethyl-9,10-dihydro-8-oxa-2,4,10a-triazanaphtho[2,1,8-cde]Azulene-1(2H)-one